C1=CC(=CC=2C3=CC=CC=C3NC12)C1=CC=CC=2NC3=CC=CC=C3C12 3,4'-bi-9H-carbazole